BrC=1C=C2CCN(CC2=CC1)CC1OC1 6-bromo-2-(oxiran-2-ylmethyl)-3,4-dihydroisoquinoline